7-fluoro-5-(4,4,5,5-tetramethyl-1,3,2-dioxaborolan-2-yl)-3a,7a-dihydro-1H-benzo[d]imidazole FC1=CC(=CC2C1NC=N2)B2OC(C(O2)(C)C)(C)C